5-chloro-2-((3-methyl-1-(8-methyl-8-azabicyclo[3.2.1]oct-3-yl)-1H-pyrazol-4-yl)amino)pyrimidin-4-one ClC=1C(NC(=NC1)NC=1C(=NN(C1)C1CC2CCC(C1)N2C)C)=O